(Benzyloxy)-2-fluoro-5-((4-methoxybenzyl)thio)benzonitrile C(C1=CC=CC=C1)OC=1C(=C(C#N)C=C(C1)SCC1=CC=C(C=C1)OC)F